4-(((1-Benzylpiperidin-4-yl)methyl)amino)-N-methyl-1H-pyrrolo[2,3-b]pyridine-5-carboxamide C(C1=CC=CC=C1)N1CCC(CC1)CNC1=C2C(=NC=C1C(=O)NC)NC=C2